benzoic acid ((2S,3R,4R)-4-(3,4-dimethoxybenzyl)-2-(3,4,5-trimethoxyphenyl)-tetrahydrofuran-3-yl)methyl ester COC=1C=C(C[C@@H]2[C@@H]([C@H](OC2)C2=CC(=C(C(=C2)OC)OC)OC)COC(C2=CC=CC=C2)=O)C=CC1OC